O1C=CC2=C1C(=CC=C2)C=CC(=O)N2C(OCC2C2=CC=CC=C2)=O 3-(3-(benzofuran-7-yl)propenoyl)-4-phenyloxazolidin-2-one